C(C)(C)(C)OC(=O)N1[C@@H](C[C@@](C1)(C)F)C(NC1=NC(=CC=C1)Br)=O.C(CC(C)C)OC=1C2=CC=CC=C2C(=C2C=CC=CC12)OCCC(C)C 9,10-di(isopentoxy)anthracene (2S,4R)-tert-Butyl-2-((6-bromopyridin-2-yl)carbamoyl)-4-fluoro-4-methylpyrrolidine-1-carboxylate